CN(CCC=1C=C(C(N(C1)C(C(=O)N[C@@H](CC(=O)O)C=1C=C(C=C(C1F)C(F)(F)F)C1=C(C=CC=C1C)C)CC(C)C)=O)C)C (3S)-3-(2-(5-(2-(dimethylamino)ethyl)-3-methyl-2-oxopyridin-1(2H)-yl)-4-methylpentanamido)-3-(4-fluoro-2',6'-dimethyl-5-(trifluoromethyl)biphenyl-3-yl)propanoic acid